C(C)(C)(C)OC(=O)NC(C(C1CC1)N1N=C(C=C1C(=O)OCC)N1[C@@H](COCC1)C)(C)C ethyl 2-[2-(tert-butoxycarbonylamino)-1-cyclopropyl-2-methyl-propyl]-5-[(3R)-3-methylmorpholin-4-yl]pyrazole-3-carboxylate